O=C1NC(CCC1N1C(C2=CC=C(C=C2C1=O)NCCCCCC(N1CCN(CC1)C1=NC=CC=C1)=O)=O)=O 2-(2,6-dioxopiperidin-3-yl)-5-((6-oxo-6-(4-(pyridin-2-yl)piperazin-1-yl)hexyl)amino)isoindoline-1,3-dione